3,6-bis{4-[bis(2-hydroxydodecyl)amino]butyl}piperazine-2,5-dione OC(CN(CCCCC1C(NC(C(N1)=O)CCCCN(CC(CCCCCCCCCC)O)CC(CCCCCCCCCC)O)=O)CC(CCCCCCCCCC)O)CCCCCCCCCC